4-(4-((2-(2-isopropylthiophen-3-yl)-4,4-dimethylcyclohex-1-en-1-yl)methyl)-piperazin-1-yl)benzoic acid C(C)(C)C=1SC=CC1C1=C(CCC(C1)(C)C)CN1CCN(CC1)C1=CC=C(C(=O)O)C=C1